N-([1,1'-biphenyl]-2-yl)dibenzo[b,d]furan-2-amine C1(=C(C=CC=C1)NC1=CC2=C(OC3=C2C=CC=C3)C=C1)C1=CC=CC=C1